2-(((S)-5-methoxy-1,2,3,4-tetrahydronaphthalen-2-yl)amino)-2-phenylethanol COC1=C2CC[C@@H](CC2=CC=C1)NC(CO)C1=CC=CC=C1